The molecule is a dTDP-4-amino-4,6-dideoxy-D-galactose(1-) in which the anomeric centre of the pyranose fragment has alpha-configuration. It is a conjugate base of a dTDP-4-amino-4,6-dideoxy-alpha-D-galactose. C[C@@H]1[C@@H]([C@@H]([C@H]([C@H](O1)OP(=O)([O-])OP(=O)([O-])OC[C@@H]2[C@H](C[C@@H](O2)N3C=C(C(=O)NC3=O)C)O)O)O)[NH3+]